BrC=1C=C(C(=C(C=NC=2C=C(C(=O)O)C=CC2)C1)O)OC(C1=CN=CC=C1)=O 3-(5-bromo-2-hydroxy-3-(nicotinoyloxy)benzylideneamino)benzoic acid